Cl.Cl.N(=NC(C(=N)N1CCCC1)(C)CC)C(C(N1CCCC1)=N)(C)CC 2,2'-azobis(1-imino-1-pyrrolidinyl-2-ethylpropane) dihydrochloride